The molecule is a doubly-charged organophosphate oxoanion arising from deprotonation of the phosphate OH groups of beta-D-glucose 6-phosphate; major species at pH 7.3. It has a role as a fundamental metabolite. It is a conjugate base of a beta-D-glucose 6-phosphate. C([C@@H]1[C@H]([C@@H]([C@H]([C@@H](O1)O)O)O)O)OP(=O)([O-])[O-]